C(C)C=1C=CC2=C(CCNS2(=O)=O)C1 6-ethyl-3,4-dihydro-2H-benzo[e][1,2]thiazine 1,1-dioxide